C1(CCCCC1)CN1C(=NOC1=O)CC1=C(C=C(C=C1)F)F 4-(cyclohexylmethyl)-3-[(2,4-difluorophenyl)methyl]-4,5-dihydro-1,2,4-oxadiazol-5-one